N-(5-((4-cyanophenyl)methoxy)-1,3,4-thiadiazol-2-yl)-4-(2-ethynylphenyl)-2-methylpyrimidine-5-carboxamide C(#N)C1=CC=C(C=C1)COC1=NN=C(S1)NC(=O)C=1C(=NC(=NC1)C)C1=C(C=CC=C1)C#C